COC1=CC=C(C=C1)C1C2(C(CCC1(C(=O)OC)C(=O)[O-])\C=C\C1=CC=C(C=C1)OC)C(C=CC=1OCOCC12)=O methyl 2'-p-methoxyphenyl-6'-((E)-p-methoxystyryl)-6-oxo-6H-spiro(benzo[d][1,3]dioxin-5,1'-cyclohexane)-3',3'-dicarboxylate